ClC=1C(=NC(=NC1)NC1CCOCC1)C1=CC=C2CN(C(C2=C1)=O)CC(=O)NCC1=CC(=CC=C1)OC 2-(6-{5-chloro-2-[(oxacyclohex-4-yl)amino]pyrimidin-4-yl}-1-oxo-2,3-dihydro-1H-isoindol-2-yl)-N-[(3-methoxyphenyl)methyl]acetamide